1-((2S,5R)-5-(4-((3-fluoro-5-iodophenyl)amino)-6-(pyrazin-2-yl)pyrimidin-2-yl)-2-methylpiperidin-1-yl)ethan-1-one FC=1C=C(C=C(C1)I)NC1=NC(=NC(=C1)C1=NC=CN=C1)[C@@H]1CC[C@@H](N(C1)C(C)=O)C